ClC1CCN(CC1)C=1N=C(C2=C(N1)N=CC=C2)N2C(CC2)C2=C(C=CC=C2)C(F)(F)F 2-(4-chloropiperidin-1-yl)-4-(2-(2-(trifluoromethyl)phenyl)azetidin-1-yl)pyrido[2,3-d]pyrimidine